OC=1C=C(N(N1)C)C(=O)OC methyl 5-hydroxy-2-methyl-pyrazole-3-carboxylate